[2,4-difluoro-3-[5-(4-piperazin-1-ylphenyl)-1H-pyrrolo[2,3-b]pyridine-3-carbonyl]phenyl]-3-fluoro-pyrrolidine-1-sulfonamide FC1=C(C=CC(=C1C(=O)C1=CNC2=NC=C(C=C21)C2=CC=C(C=C2)N2CCNCC2)F)C2N(CCC2F)S(=O)(=O)N